FC(C=1C(=C(C=CC1)[C@@H](C)NC=1C2=C(N=CN1)N1C(C(=C2)C2(CCN(CC2)C(C)=O)O)=NN=C1)F)F (R)-1-(4-(4-((1-(3-(difluoromethyl)-2-fluorophenyl)ethyl)amino)-[1,2,4]triazolo[4',3':1,6]pyrido[2,3-d]pyrimidin-6-yl)-4-hydroxypiperidin-1-yl)ethan-1-one